tert-butyl (3S,5S)-4-(6-cyano-7-(2-fluoro-5-methylphenyl)-1-(2-isopropyl-4-methylpyridin-3-yl)-2-oxo-1,2-dihydropyrido[2,3-d]pyrimidin-4-yl)-3,5-dimethylpiperazine-1-carboxylate C(#N)C1=CC2=C(N(C(N=C2N2[C@H](CN(C[C@@H]2C)C(=O)OC(C)(C)C)C)=O)C=2C(=NC=CC2C)C(C)C)N=C1C1=C(C=CC(=C1)C)F